CC1(CC1)OC1=C(C(=NC=N1)NCC=1N=C(SC1)C)[N+](=O)[O-] 6-(1-methylcyclopropoxy)-N-((2-methylthiazol-4-yl)methyl)-5-nitropyrimidin-4-amine